γ-glycidoxypropyltrimethyldiethoxysilane C(C1CO1)OCCC[SiH](OCC(C)(C)C)OCC